FC1=C(OC2CC(NC2)C(=O)NC)C=CC(=C1)C1=C2C(=NC=C1)NC=C2 4-(2-fluoro-4-(1H-pyrrolo[2,3-b]pyridin-4-yl)phenoxy)-N-methylpyrrolidine-2-amide